N-(2,3-Difluoro-4-{[5-(2-{[(3S,5S)-5-fluoropiperidin-3-yl]amino}pyrimidin-4-yl)-2-methyl-1,3-thiazol-4-yl]oxy}phenyl)-2,2,2-trifluoroethane-1-sulfonamide FC1=C(C=CC(=C1F)OC=1N=C(SC1C1=NC(=NC=C1)N[C@@H]1CNC[C@H](C1)F)C)NS(=O)(=O)CC(F)(F)F